tert-butyl 4-(3-amino-4-methylphenyl)piperidine-1-carboxylate NC=1C=C(C=CC1C)C1CCN(CC1)C(=O)OC(C)(C)C